C(C=C)(=O)N1C(COCC1)C=1C=C(C=C(C1)Cl)C1=C(C(=CC=C1)C(=O)N)F 3'-(4-acryloylmorpholin-3-yl)-5'-chloro-2-fluoro-[1,1'-biphenyl]-3-carboxamide